FC=1C(=CC(=NC1C)C1=NOC(=N1)C1=CC(=CC=C1)F)C=1C=NC=CC1C 3-(5'-fluoro-4,6'-dimethyl-[3,4'-bipyridin]-2'-yl)-5-(3-fluorophenyl)-1,2,4-oxadiazole